1-(((R)-7-((2R,4R)-4-amino-2-ethylpiperidine-1-carbonyl)-7-azaspiro[4.5]dec-10-yl)methyl)-4-phenylpyridin-2(1H)-one N[C@H]1C[C@H](N(CC1)C(=O)N1CC2(CCCC2)[C@@H](CC1)CN1C(C=C(C=C1)C1=CC=CC=C1)=O)CC